4-(2-Chlorophenyl)-1-((1-hydroxypropan-2-yl)amino)-6-(trifluoromethyl)-3H-pyrido[1,2-c]pyrimidine ClC1=C(C=CC=C1)C1=C2N(C(=NC1)NC(CO)C)C=CC(=C2)C(F)(F)F